O[C@@H]1C[C@H](N(C1)C(C(C(C)C)C1=CC(=NO1)CC=O)=O)C(=O)N[C@@H](C)C1=CC=C(C=C1)C1=C(N=CS1)C (2S,4R)-4-hydroxy-N-[(1S)-1-[4-(4-methyl-1,3-thiazol-5-yl)phenyl]ethyl]-1-{3-methyl-2-[3-(2-oxoethyl)-1,2-oxazol-5-yl]butanoyl}pyrrolidine-2-carboxamide